methyl (4aS,6aR,6bS,8aR,13aS,15aR,15bS)-2,2,6a,6b,9,9,13a-heptamethyl-15-oxo-1,3,4,5,6,6a,6b,7,8,8a,9,13,13a,15,15a,15b-hexadecahydropiceno[2,3-d]isoxazole-4a(2H)-carboxylate CC1(CC[C@@]2(CC[C@]3([C@@]4(CC[C@H]5C(C6=C(C=NO6)C[C@@]5(C4=CC([C@@H]3[C@@H]2C1)=O)C)(C)C)C)C)C(=O)OC)C